heptadecan-9-yl 8-{(2-hydroxy ethyl) [6-oxo-6-(undecyloxy)hexyl]amino}octanoate OCCN(CCCCCCCC(=O)OC(CCCCCCCC)CCCCCCCC)CCCCCC(OCCCCCCCCCCC)=O